C[C@](N)(CC1=C(C=CC=C1)F)C(=O)O α-methyl-2-fluorophenylalanine